C(CCCCCCCCCCC)OC1=C(C(=C(C(=C1F)F)F)F)F dodecyl-oxypentafluorobenzene